C(C)C1(OC2=CC=CC=C2C(C1)NC(=O)[C@H]1[C@@H](C1)[C@H](CCOC)N1C(NC(CC1=O)(C)C)=[NH2+])C [1-[(1S)-1-[(1R,2R)-2-[(2-ethyl-2-methyl-chroman-4-yl)carbamoyl]cyclopropyl]-3-methoxypropyl]-4,4-dimethyl-6-oxo-hexahydropyrimidin-2-ylidene]ammonium